C(C)(C)(C)OC(=O)N1C(=C(C=2C1=C(N=CC2)Cl)C)I Tert-butyl-7-chloro-2-iodo-3-methyl-1H-pyrrolo[2,3-c]pyridine-1-carboxylate